C(#N)C1=NC=2CCN(CC2C=C1)C(=O)OC(C)(C)C tertiary butyl 2-cyano-7,8-dihydro-1,6-naphthyridine-6(5H)-carboxylate